P(OCC1(COC1)CC1=CC=CC=C1)(OCC1(COC1)CC1=CC=CC=C1)OCC1(COC1)CC1=CC=CC=C1 tris[(3-benzyloxetan-3-yl) methyl] phosphite